C(C)C1=CN=C(NC1=O)C1=CC(CC1)N1[C@H]2CN([C@@H](C1)C2)C=2C=CC(=NC2F)C(=O)NC 5-((1R,4R)-5-(3-(5-ethyl-6-oxo-1,6-dihydropyrimidin-2-yl)cyclopent-2-en-1-yl)-2,5-diazabicyclo[2.2.1]heptan-2-yl)-6-fluoro-N-methylpicolinamide